C(C)(C)(C)C12CN(CC(CC1)N2)C2=NC(=NC1=C(C(=C(C=C21)Cl)C2=NC(=CC(=C2C(F)(F)F)C)N(CC2=CC=C(C=C2)OC)CC2=CC=C(C=C2)OC)F)F tertbutyl-3-[7-[6-[bis[(4-methoxyphenyl)methyl]amino]-4-methyl-3-(trifluoromethyl)-2-pyridyl]-6-chloro-2,8-difluoro-quinazolin-4-yl]-3,8-diazabicyclo[3.2.1]octane